C(C1=CC=CC=C1)OC=1C=C(C(=O)OC)C=C(C1OCC1=CC=CC=C1)OC(C)C methyl 3,4-bis(benzyloxy)-5-isopropoxybenzoate